FC(C1=NN(C=C1C(=O)N([C@@H](CC1=C(C=C(C=C1Cl)Cl)Cl)C)OC)C)F |r| 3-(difluoromethyl)-N-methoxy-1-methyl-N-[(RS)-1-methyl-2-(2,4,6-trichlorophenyl)ethyl]-1H-pyrazole-4-carboxamide